4-cyano-3,5,3'-trifluoro-[1,1'-biphenyl] C(#N)C1=C(C=C(C=C1F)C1=CC(=CC=C1)F)F